N-[(2E)-1-acetylimidazolidin-2-ylidene]-3-cyclopropyl-4-{[3-(2-methylpropanamido)phenyl]amino}benzamide C(C)(=O)N1\C(\NCC1)=N\C(C1=CC(=C(C=C1)NC1=CC(=CC=C1)NC(C(C)C)=O)C1CC1)=O